tert-Butyl 7'-(methoxymethyl)-3'-methyl-6',7'-dihydrospiro[piperidine-4,4'-pyrazolo[5,1-c][1,4]oxazine]-1-carboxylate COCC1N2C(C3(OC1)CCN(CC3)C(=O)OC(C)(C)C)=C(C=N2)C